1-n-butyl-3-methylimidazole trifluoromethanesulphonate FC(S(=O)(=O)O)(F)F.C(CCC)N1CN(C=C1)C